3-(1-methylvinyl)-10-methyl-10H-phenothiazine CC(=C)C=1C=CC=2N(C3=CC=CC=C3SC2C1)C